CC(CC(=O)O)(CCC=CC)C 3,3-dimethyl-6-octenoic acid